undecenol CCCCCCCCC/C=C/O